ClC=1C=C(CNC2=NC=C(C=N2)C(=O)N2CCC23COC3)C=CC1Cl (2-((3,4-dichlorobenzyl)amino)pyrimidin-5-yl)(6-oxa-1-azaspiro[3.3]hept-1-yl)methanone